NC1=NC(=NC(=C1)C#N)N1CCC2(CC1)[C@@H](C=1C(=NC=CC1)C2)N[S@](=O)C(C)(C)C (R)-N-((S)-1'-(4-amino-6-cyanopyrimidin-2-yl)-5,7-dihydrospiro[cyclopenta[b]pyridine-6,4'-piperidin]-5-yl)-2-methylpropane-2-sulfinamide